Phosphate-Uric acid N1C(=O)NC=2NC(=O)NC2C1=O.P(=O)(O)(O)O